C(#N)[C@H](C[C@H]1C(NC2=C(O1)C=CN=C2)=O)NC(OC(C)(C)C)=O tert-butyl N-[(1S)-1-cyano-2-[(2S)-3-oxo-4H-pyrido[4,3-b][1,4]oxazin-2-yl]ethyl]carbamate